FC1=C(C=C2C(=CN(C(C2=C1)=O)C1=C(C=CC=C1)C)C(C)C)C=1N=C(N(C1)C)CO 7-Fluoro-6-(2-(hydroxymethyl)-1-methyl-1H-imidazol-4-yl)-4-isopropyl-2-(o-tolyl)isoquinolin-1(2H)-one